6-[[5-(2-chlorophenyl)-4-cyclopropyl-imidazol-1-yl]methyl]-1-methyl-benzimidazole ClC1=C(C=CC=C1)C1=C(N=CN1CC=1C=CC2=C(N(C=N2)C)C1)C1CC1